C(C)(C)(C)OC(=O)N1[C@@H](CN(C[C@@H]1C)C1=C2N=C(C(=NC2=C(C=C1)Br)C)OC)C (2r,6s)-4-(8-bromo-3-methoxy-2-methylquinoxalin-5-yl)-2,6-dimethylpiperazine-1-carboxylic acid tert-butyl ester